Cl.CN1C[C@@H](CCC1)N (R)-1-methylpiperidine-3-amine hydrochloride